2-hydroxypropane-1,2,3-tricarboxylic acid sodium salt [Na+].OC(CC(=O)[O-])(CC(=O)[O-])C(=O)[O-].[Na+].[Na+]